C(C)(C)[C@H]1NC(OC1)=O (4R)-4-isopropyl-1,3-oxazolidin-2-one